(S)-quinuclidin-3-yl((R)-6-fluoro-5-(3-fluoro-4-propoxyphenyl)-2,2-dimethyl-2,3-dihydro-1H-inden-1-yl)carbamate N12C[C@H](C(CC1)CC2)OC(N[C@@H]2C(CC1=CC(=C(C=C21)F)C2=CC(=C(C=C2)OCCC)F)(C)C)=O